ClC1=CC=C(C=C1)C1=NN2C(CN([C@H](C2)C)C(=O)OC(C)(C)C)=C1C1=CC=NC=C1 tert-butyl (6S)-2-(4-chlorophenyl)-6-methyl-3-(pyridin-4-yl)-6,7-dihydro-pyrazolo[1,5-a]pyrazine-5(4H)-carboxylate